C(C)(=O)N1CCC(CC1)(OCC)C=1C(N(C2=C(C(=NC(=C2C1)Cl)C)O[C@H]1CN(CC1)C)C)=O (R)-3-(1-acetyl-4-ethoxypiperidin-4-yl)-5-chloro-1,7-dimethyl-8-((1-methylpyrrolidin-3-yl)oxy)-1,6-naphthyridin-2(1H)-one